3-((2-oxo-2,3-dihydro-1H-benzo[d]imidazol-1-yl)methyl)benzoic acid methyl ester COC(C1=CC(=CC=C1)CN1C(NC2=C1C=CC=C2)=O)=O